2,3-dimethylimidazol-1-ium-1-sulfonyl fluoride trifluoromethanesulfonate FC(S(=O)(=O)[O-])(F)F.CC1=[N+](C=CN1C)S(=O)(=O)F